CC=1C(=NON1)C(=O)O 4-methyl-1,2,5-oxadiazol-3-carboxylic acid